5-Amino-N-(3-chloro-4-fluorophenyl)-3-(5-((2-hydroxy-2-methylpropanamido)methyl)octahydropentalen-2-yl)-1-methyl-1H-pyrazole-4-carboxamide NC1=C(C(=NN1C)C1CC2CC(CC2C1)CNC(C(C)(C)O)=O)C(=O)NC1=CC(=C(C=C1)F)Cl